N1CC(C1)[C@@H]1CN(CCC1)C1CC(C1)(C(=O)O)C (1R,3r)-3-((R)-3-(azetidin-3-yl)piperidin-1-yl)-1-methylcyclobutane-1-carboxylic acid